2,4-diamino-5-hydroxyethoxytoluene NC1=C(C)C=C(C(=C1)N)OCCO